C(C)(C)(C)[Si](C)(C)Cl Tert-butyl(chloro)dimethylsilane